C(C)(C)(C)OC(=O)N(C(OC(C)(C)C)=O)C1=NC=CC(=N1)C1=C(C=2C(NCCC2N1)=O)NC1=C(C(=CC=C1)F)OCC tert-butyl N-(tert-butoxycarbonyl)-N-(4-[3-[(2-ethoxy-3-fluorophenyl)amino]-4-oxo-1H,5H,6H,7H-pyrrolo[3,2-c]pyridin-2-yl]pyrimidin-2-yl)carbamate